3-amino-N-{2-[3-(ethylamino)-4-(methoxymethyl)pyrrolidin-1-yl]-5,6,7,8-tetrahydroquinolin-6-yl}-5-fluoro-6-methylthieno[2,3-b]pyridine-2-carboxamide NC1=C(SC2=NC(=C(C=C21)F)C)C(=O)NC2CC=1C=CC(=NC1CC2)N2CC(C(C2)COC)NCC